C(C)N1CCN(CC1)[C@H]1CN(CC1)C(=O)OC(C)(C)C tert-Butyl (R)-3-(4-ethylpiperazin-1-yl)pyrrolidine-1-carboxylate